C1CCN2CCC(CC12)OC1=NN=C(C2=CC=CC=C12)N ((octahydroindolizin-7-yl)oxy)phthalazin-1-amine